C(CCC)N1C(CCC1)=O N-butyl-butyrolactam